BrC=1C(=NC=C(C1)C(=O)N1CCC(CC1)(F)F)NC1=CC=C(C(=N)NO)C=C1 4-((3-bromo-5-(4,4-difluoropiperidine-1-carbonyl)pyridin-2-yl)amino)-N-hydroxybenzoamidine